C1=CC=CC=2C3=CC=CC=C3N(C12)C(=CC1=CC=CC=C1)C1=CC=C(C=C1)C1=CC=C(C=C1)C(=CC1=CC=CC=C1)N1C2=CC=CC=C2C=2C=CC=CC12 4,4'-bis[(9-carbazolyl)styryl]biphenyl